NC1=NC(N(C=C1)[C@@H]1O[C@@H]([C@H](C1(F)F)O)CO)=O 4-amino-1-[(2R,4R,5R)-3,3-difluoro-4-hydroxy-5-(hydroxymethyl)oxolan-2-yl]-1,2-dihydropyrimidin-2-one